O1C(CCC1)C(C)C 2-(tetrahydrofuryl)propan